BrC1=CC=C2C=C(C=NC2=C1)C 7-Bromo-3-methylquinoline